C(C)(C)(C)OC(=O)N1C[C@H](CCC1)NC tert-butyl-(3S)-3-(methylamino)piperidine-1-carboxylate